2-(4,4-difluoroazepan-1-yl)-6,7-difluoroquinolin-3-carboxylic acid FC1(CCN(CCC1)C1=NC2=CC(=C(C=C2C=C1C(=O)O)F)F)F